C(C)(C)(C)OC(=O)N([C@H]1CN(CC1)C1=NC(=NC2=C1OCCN2C(=O)OC(C)(C)C)Cl)C tert-butyl (R)-4-(3-((tert-butoxycarbonyl)(methyl)amino)pyrrolidin-1-yl)-2-chloro-6,7-dihydro-8H-pyrimido[5,4-b][1,4]oxazine-8-carboxylate